O1COC2=C1C=CC=C2C2=CC1=C(N=NC=C1)N2 6-(benzo[d][1,3]dioxol-4-yl)-7H-pyrrolo[2,3-c]pyridazine